C(C)C1CS(C2=C(N(C1)C1=CC=CC=C1)C=C(C(=C2)O/C=C/C(=O)O)SC)(=O)=O (E)-3-((3-ethyl-7-(methylsulfanyl)-1,1-dioxo-5-phenyl-2,3,4,5-tetrahydro-1,5-benzothiazepin-8-yl)oxy)acrylic acid